C(C)(C)(C)OC(=O)N1CCC2(CC1)CC1=C(C=NC(=C1)C)[C@H]2N[S@](=O)C(C)(C)C (7S)-7-[[(R)-tert-butylsulfinyl]amino]-3-methyl-spiro[5,7-dihydro-cyclopenta[c]pyridine-6,4'-piperidine]-1'-carboxylic acid tert-butyl ester